[Zn].C(=O)(O)C1=C(C=O)C=CC=C1 ortho-carboxybenzaldehyde zinc